piperazinium chloride [Cl-].[NH2+]1CCNCC1